O1COC2=C1C=CC(=C2)/C=C/C(=O)N[C@H](C(=O)NC2=CC=C(C=C2)C(NO)=O)CC2=CC=C(C=C2)OC (2S)-2-[[(E)-3-(1,3-benzodioxol-5-yl)prop-2-enoyl]amino]-N-[4-(hydroxycarbamoyl)phenyl]-3-(4-methoxyphenyl)propanamide